NC(CC)C1=NC=CC=C1 3-amino-3-(pyridin-2-yl)propane